C1(=CC=CC=C1)NC(=O)N1CCSCC1 N-Phenylthiomorpholine-4-carboxamide